N1C=NC=2N1C(C=CN2)=O [1,2,4]triazolo[1,5-a]pyrimidin-7(1H)-one